(S)-3-((7-bromo-6-chloro-8-fluoro-2-((1-methylpyrrolidin-2-yl)methoxy)quinazolin-4-yl)amino)azetidine-1-carboxylic acid tert-butyl ester C(C)(C)(C)OC(=O)N1CC(C1)NC1=NC(=NC2=C(C(=C(C=C12)Cl)Br)F)OC[C@H]1N(CCC1)C